N[C@@H](C)C1=CC=C(C=C1)C1=CC=C(C=C1)N (S)-4'-(1-aminoethyl)-[1,1'-biphenyl]-4-amine